N=1[N]C(NC1)=O 1,2λ2,4-triazol-3(4H)-one